tert-butyl (S)-3-((6-(1H-imidazol-1-yl)pyridin-3-yl)oxy)-2-(aminooxy)-2-methylpropanoate N1(C=NC=C1)C1=CC=C(C=N1)OC[C@](C(=O)OC(C)(C)C)(C)ON